ClC=1C=CC=C2C=CC(=NC12)NC1=C(C(=CC=C1)OC1=CC=CC=C1)C 8-chloro-N-(2-methyl-3-phenoxyphenyl)quinolin-2-amine